FC(C=1N=CC(=NC1)N1CCC(CC1)C(=O)O)(F)F 1-[5-(trifluoromethyl)pyrazin-2-yl]piperidine-4-carboxylic acid